tert-Butyl 4-(4-((4-(1-phenethyl-3-(pyridin-3-yl)-1H-pyrazol-4-yl)pyrimidin-2-yl)amino)benzoyl)piperazine-1-carboxylate C(CC1=CC=CC=C1)N1N=C(C(=C1)C1=NC(=NC=C1)NC1=CC=C(C(=O)N2CCN(CC2)C(=O)OC(C)(C)C)C=C1)C=1C=NC=CC1